(12AR)-3,4,12,12A-tetrahydro-7-pentyloxy-1H-[1,4]oxazino[3,4-C]pyrido[2,1-F][1,2,4]triazine-6,8-dione C(CCCC)OC=1C(C=CN2N[C@H]3N(C(C21)=O)CCOC3)=O